N-((1s,3s)-3-((6-fluoro-5-(imidazo[1,2-a]pyrimidin-6-yl)-4-methoxypyrrolo[2,1-f][1,2,4]triazin-2-yl)amino)-1-methylcyclobutyl)acetamide FC=1C(=C2C(=NC(=NN2C1)NC1CC(C1)(C)NC(C)=O)OC)C=1C=NC=2N(C1)C=CN2